methyl-naphthalenesulfonic acid, sodium salt [Na+].CC1=C(C2=CC=CC=C2C=C1)S(=O)(=O)[O-]